N-acetyl-beta-D-mannosamine CC(=O)N[C@]1([C@H]([C@H]([C@@H]([C@H](O1)CO)O)O)O)O